Cl.SCCS(=O)(=O)O.C(CS)(=O)O Thioglycolic acid 2-mercaptoethanesulfonate hydrochloride